The molecule is a tripeptide composed of N-acetylleucyl, leucyl and argininal residues joined in sequence. It has a role as a serine protease inhibitor, a bacterial metabolite, a cathepsin B inhibitor, a calpain inhibitor and an EC 3.4.21.4 (trypsin) inhibitor. It is a tripeptide and an aldehyde. CC(C)C[C@@H](C(=O)N[C@@H](CC(C)C)C(=O)N[C@@H](CCCN=C(N)N)C=O)NC(=O)C